C(C)[C@H]1CN(C[C@H](N1)C)C=1N=NC(=CN1)C1=C(C=C(C=C1)C=1C=NNC1F)O 2-{3-[(3s,5r)-3-ethyl-5-methylpiperazin-1-yl]-1,2,4-triazin-6-yl}-5-(5-fluoro-1H-pyrazol-4-yl)phenol